C1OCC12CCC(CC2)OC2=NC=CC(=N2)C2=CN=C(S2)NC2=NC=C(C=N2)C2CNC2 5-(2-((2-oxaspiro[3.5]nonan-7-yl)oxy)pyrimidin-4-yl)-N-(5-(azetidin-3-yl)pyrimidin-2-yl)thiazol-2-amine